C(C)(C)(C)OC(=O)N1CCC(=CC1)C=1C=NC(=CC1)[C@H](C)NC=1N=CC2=C(N1)N(C(C=C2)=O)[C@@H](C)C(C)C tert-Butyl-6-[(1S)-1-({8-[(2S)-3-methylbutan-2-yl]-7-oxo-7,8-dihydropyrido[2,3-d]pyrimidin-2-yl}amino) ethyl]-3',6'-dihydro-3,4'-bipyridin-1'(2'H)-carboxylat